O=C1C(C(CC1)=O)CC(=O)[O-] 2,5-dioxocyclopentylacetate